NC1=C(C(N(C2=NC(=CC=C12)C1CC1)C1=CC=C(C=C1)C(C)O)=O)C(=O)OC methyl 4-amino-7-cyclopropyl-1-(4-(1-hydroxyethyl)phenyl)-2-oxo-1,2-dihydro-1,8-naphthyridine-3-carboxylate